2-[4-[6-[3-(5-fluoro-6-methyl-2-pyridyl)-1H-pyrazol-4-yl]-4-methyl-1,5-naphthyridin-3-yl]pyrazol-1-yl]-N-methyl-ethanamine FC=1C=CC(=NC1C)C1=NNC=C1C=1N=C2C(=C(C=NC2=CC1)C=1C=NN(C1)CCNC)C